pyridine-6(2H)-one hydrochloride Cl.N1CCC=CC1=O